BrC=1C=CC(=C(C(=O)OC)C1)OCC1=C(C=CC(=C1)C)C methyl 5-bromo-2-((2,5-dimethylbenzyl)oxy)benzoate